2-[(2,6-difluoro-4-pyridyl)amino]-5-methyl-N-[2-(3-methyl-2-thienyl)cyclobutyl]thiazole-4-carboxamide FC1=NC(=CC(=C1)NC=1SC(=C(N1)C(=O)NC1C(CC1)C=1SC=CC1C)C)F